N1CN=CC2=C1C=CC2 dihydro-5H-cyclopenta(d)pyrimidin